N1(C2C(CC1)CCC2)C(CN2C(C1(CCN(CC1)C(=O)C=1C=C3C=NNC3=CC1)C1=C(C=CC=C21)Br)=O)=O 1-[2-(3,3a,4,5,6,6a-hexahydro-2H-cyclopenta[b]pyrrol-1-yl)-2-oxo-ethyl]-4-bromo-1'-(1H-indazole-5-carbonyl)spiro[indoline-3,4'-piperidin]-2-one